N-(4-hydroxyphenyl)-maleamic acid C1=CC(=CC=C1NC(=O)/C=C\C(=O)O)O